diaza-3-indenecarboxamide N1N=C(C2=CC=CC=C12)C(=O)N